C[Si]1(O[Si](O[Si](O[Si](O1)(CCC(F)(F)F)C)(CCC(F)(F)F)C)(CCC(F)(F)F)C)CCC(F)(F)F 2,4,6,8-tetramethyl-2,4,6,8-tetra(3,3,3-trifluoropropyl)-cyclotetrasiloxane